2-[1-(3-cyano-5-fluorophenyl)-1H-pyrazol-4-yl]-N-(5-{2-oxaspiro[3.3]heptan-6-yl}-1H-pyrazol-3-yl)propanamide C(#N)C=1C=C(C=C(C1)F)N1N=CC(=C1)C(C(=O)NC1=NNC(=C1)C1CC2(COC2)C1)C